CN(C1CC=2N(C3=C(C1)C=C(C=C3)C(F)(F)F)C(=NN2)[C@@H]2CC[C@H](CC2)OC2=NC=CC=C2)C N,N-Dimethyl-1-[trans-4-(pyridin-2-yloxy)cyclohexyl]-8-(trifluoromethyl)-5,6-dihydro-4H-[1,2,4]triazolo[4,3-a][1]benzazepin-5-amin